3-(2,6-difluoro-3,5-dimethoxyphenyl)-1-(2-fluorophenyl)-8-(2-morpholin-4-ylethyl)-1,3,4,7-tetrahydro-2H-pyrrolo[3',2':5,6]pyrido[4,3-d]pyrimidin-2-one FC1=C(C(=C(C=C1OC)OC)F)N1C(N(C2=C(C1)C=NC1=C2C=C(N1)CCN1CCOCC1)C1=C(C=CC=C1)F)=O